butyl 3-[(3aR,4R,6R,6aS)-6-{4-amino-2-chloro-5-iodopyrrolo[2,3-d]pyrimidin-7-yl}-2,2-dimethyl-tetrahydro-3aH-cyclopenta[d][1,3]dioxol-4-yl]piperidine-1-carboxylate NC=1C2=C(N=C(N1)Cl)N(C=C2I)[C@@H]2C[C@@H]([C@@H]1[C@H]2OC(O1)(C)C)C1CN(CCC1)C(=O)OCCCC